3,5,6-Trichloro-2-hydrazinopyridine hydrochloride Cl.ClC=1C(=NC(=C(C1)Cl)Cl)NN